6-chloro-3-(((S)-1-(2-((R)-3,3-difluoro-4-hydroxypiperidin-1-yl)-6-fluoro-3-methyl-4-oxo-3,4-dihydroquinazolin-8-yl)ethyl)amino)picolinic acid ClC1=CC=C(C(=N1)C(=O)O)N[C@@H](C)C=1C=C(C=C2C(N(C(=NC12)N1CC([C@@H](CC1)O)(F)F)C)=O)F